O1CCN(CC1)C1=NC(=C2C=C(C=NC2=C1)C(=O)[O-])OC1CCC(CC1)NC1=NC=CC=N1 7-morpholino-5-[4-(pyrimidin-2-ylamino)cyclohexoxy]-1,6-naphthyridine-3-carboxylate